[Si](C1=CC=CC=C1)(C1=CC=CC=C1)(C(C)(C)C)OCCCCN(CCCC(=O)OCC)C ethyl 4-((4-((tert-butyldiphenylsilyl)oxy)butyl)(methyl)-amino)butanoate